C(C)(C)(C)OC(=O)NCC(CNCCCCCCCC(=O)OC(CCCCCCCC)CCCCCCCC)C heptadecan-9-yl 8-((3-((tert-butoxycarbonyl)amino)-2-methylpropyl)amino)octanoate